C[Si](C)(C)N(C1=CC=C(C=C1)[Mg]Br)[Si](C)(C)C 4-[bis(trimethylsilyl)amino]phenylmagnesium bromide